4-(2-methoxyphenyl)butanone COC1=C(C=CC=C1)CCC(C)=O